C1(=CC=CC2=CC=CC=C12)NO naphthylhydroxylamine